C(CCCCCCC\C=C/CCCCCCCC)(=O)OC(C1=CC=CC=C1)=O benzoic oleic anhydride